FC=1C=C2C(C(=CN3C2=C(C1F)SCC3)CN[C@@H]3CN(CCC3)C3=NC=CN=C3)=O 9,10-difluoro-6-({[(3S)-1-(pyrazin-2-yl)hexahydropyridin-3-yl]amino}methyl)-3,7-dihydro-2H-[1,4]thiazino[2,3,4-ij]quinolin-7-one